BrC1=NC(=CC=C1)B1OC(C(O1)(C)C)(C)C 2-bromo-6-(4,4,5,5-tetramethyl-1,3,2-dioxaborolan-2-yl)pyridine